FC(C(C)(C=CCCC)C(F)(F)F)(F)F 2,2-bis(trifluoromethyl)hept-3-ene